6-({1-[(2R)-2-amino-2-(1H-imidazol-4-yl)acetyl]azetidin-3-yl}oxy)-3-(2-boronoethyl)-2-hydroxybenzoic acid N[C@@H](C(=O)N1CC(C1)OC1=CC=C(C(=C1C(=O)O)O)CCB(O)O)C=1N=CNC1